BrC1=C(C=CC=C1)C=1N(C(=C(N1)C1=CC=CC=C1)C1=CC=CC=C1)C1(N=C(C(=N1)C1=CC=CC=C1)C1=CC=CC=C1)C1=C(C=CC=C1)Br 2,2'-Bis(2-bromophenyl)-4,4',5,5'-tetraphenyl-1,2'-biimidazole